(((R)-1-(3-(difluoromethyl)-2-fluorophenyl)ethyl)amino)-8-methyl-6-((S)-piperidin-3-yl)pyrido[2,3-d]pyrimidin-7(8H)-one FC(C=1C(=C(C=CC1)[C@@H](C)NC=1N=CC2=C(N1)N(C(C(=C2)[C@H]2CNCCC2)=O)C)F)F